C(C)(C)(C)OC(NCC(CC1CN(C(O1)=O)C1=NC2=C(OCC(N2)=O)N=C1)O[Si](C1=CC=CC=C1)(C1=CC=CC=C1)C(C)(C)C)=O.C(CCC)N(CCCC)[Si](C1=CC(=CC=C1)C=C)(C)C (dibutylamino)dimethyl-(3-vinylphenyl)silane tert-butyl-N-[2-[tert-butyl(diphenyl)silyl]oxy-3-[2-oxo-3-(3-oxo-4H-pyrazino[2,3-b][1,4]oxazin-6-yl)-1,3-oxazolidin-5-yl]propyl]carbamate